NC=1C2=C(N=CN1)N(C=C2C2=C(C=C(C=C2)NC(CC2=CN=CC1=CC=CC=C21)=O)C)C N-(4-(4-amino-7-methyl-7H-pyrrolo[2,3-d]pyrimidin-5-yl)-3-methylphenyl)-2-(isoquinolin-4-yl)acetamide